(E)-N-(4-(1-(4-(4-(4-((2-(2,6-dioxopiperidin-3-yl)-3-oxoisoindoline-5-yl)ethynyl)benzyl)piperazin-1-yl)benzoyl)piperidin-4-yl)butyl)-3-(pyridin-3-yl)acrylamide O=C1NC(CCC1N1CC2=CC=C(C=C2C1=O)C#CC1=CC=C(CN2CCN(CC2)C2=CC=C(C(=O)N3CCC(CC3)CCCCNC(\C=C\C=3C=NC=CC3)=O)C=C2)C=C1)=O